1,2-dimethyl-3-hexyl-imidazolium lithium α-fluorocinnamate FC(C(=O)[O-])=CC1=CC=CC=C1.[Li].CN1C(=[N+](C=C1)CCCCCC)C